6-((1-hydroxy-2-methylpropan-2-yl)amino)-N-(3-(1-methyl-1H-pyrazol-5-yl)phenyl)-2-(6-azaspiro[2.5]octan-6-yl)nicotinamide OCC(C)(C)NC1=NC(=C(C(=O)NC2=CC(=CC=C2)C2=CC=NN2C)C=C1)N1CCC2(CC2)CC1